Bis(3-methylphenyl)-[1,1'-biphenyl]-4,4'-diamine CC=1C=C(C=CC1)C=1C(=C(C=CC1N)C1=CC=C(C=C1)N)C1=CC(=CC=C1)C